3-(6-Benzyl-5,6,7,8-tetrahydro-pyrido[4,3-d]pyrimidin-4-yloxy)-azetidine-1-carboxylic acid Tert-butyl ester C(C)(C)(C)OC(=O)N1CC(C1)OC=1C2=C(N=CN1)CCN(C2)CC2=CC=CC=C2